(Z)-9-chloro-10-(1-propenyl)anthracene ClC=1C2=CC=CC=C2C(=C2C=CC=CC12)\C=C/C